C(C)(C)(C)OC(=O)N1[C@H](CC1)CCNC(=O)O[C@H]1[C@H](N(C[C@@H]1O)C(=O)OC(C)(C)C)CC1=C(C=C(C=C1)C1=CN=CO1)F tert-butyl (2R,3S,4S)-3-[({2-[(2S)-1-(tert-butoxycarbonyl)azetidin-2-yl]ethyl}carbamoyl)oxy]-2-{[2-fluoro-4-(1,3-oxazol-5-yl)phenyl]methyl}-4-hydroxypyrrolidine-1-carboxylate